trans-2-nonene-1,1-dicarboxylic acid C(\C=C\CCCCCC)(C(=O)O)C(=O)O